BrC1=CN=C(N(C1=O)CC(=O)OCCCC)N1CCCCC1 butyl 2-(5-bromo-6-oxo-2-(piperidin-1-yl)pyrimidin-1(6H)-yl)acetate